CN1N=CC(=C1)C1=CC=C2C(=N1)C(=CS2)C2=C(C=NC=C2)C 5-(1-methyl-1H-pyrazol-4-yl)-3-(3-methylpyridin-4-yl)thieno[3,2-b]pyridine